5-(2-Fluoro-4-(pyrrolidin-2-yl)-6-(trifluoromethyl)phenyl)-3-(1-methyl-1H-pyrazol-4-yl)-1H-pyrazolo[3,4-c]pyridine FC1=C(C(=CC(=C1)C1NCCC1)C(F)(F)F)C=1C=C2C(=CN1)NN=C2C=2C=NN(C2)C